((6-BROMO-2-CARBAMOYLBENZO[B]THIOPHEN-5-YL)DIFLUOROMETHYL)PHOSPHONATE BrC=1C(=CC2=C(SC(=C2)C(N)=O)C1)C(F)(F)P([O-])([O-])=O